CNC1=NC=NN2C1=CC=C2 N-methylpyrrolo[2,1-f][1,2,4]triazin-4-amine